(S)-3-((4-(6-chloro-1-(pyrrolidin-3-yl)-1,2,3,4-tetrahydroquinolin-8-yl)thieno[3,2-d]pyrimidin-6-yl)methyl)-1-(2,2,2-trifluoroethyl)pyrimidine ClC=1C=C2CCCN(C2=C(C1)C=1C2=C(N=CN1)C=C(S2)CN2CN(C=CC2)CC(F)(F)F)[C@@H]2CNCC2